COC1=CC=C(C=C1)C(OC[C@H](CN1C(NC=CC1=O)=O)O)(C1=CC=CC=C1)C1=CC=C(C=C1)OC (S)-3-(3-(bis(4-methoxyphenyl)(phenyl)methoxy)-2-hydroxypropyl)pyrimidine-2,4(1H,3H)-dione